6-cyclopropyl-2-(((2SR,3SR)-2-methyltetrahydro-2H-pyran-3-yl)amino)nicotinonitrile C1(CC1)C1=NC(=C(C#N)C=C1)N[C@@H]1[C@@H](OCCC1)C |r|